CC1=NN=C(O1)NC(C1=C(C=CC=C1)OC1=CC(=CC=C1)F)=O N-(5-methyl-1,3,4-oxadiazol-2-yl)-2-(3-fluorophenoxy)benzamide